COC1=CC=2N(C=C1C(=O)NC1=NC(=CC=C1)OC)C=C(N2)C2CC(CC2)OC 7-methoxy-2-(3-methoxycyclopentyl)-N-(6-methoxypyridin-2-yl)imidazo[1,2-a]pyridine-6-carboxamide